C(C)(C)[NH+](C(C)C)CC N,N-diisopropylethyl-ammonium